tosyl-(toluenesulfonyl) chloride S(=O)(=O)(C1=CC=C(C)C=C1)C(C1=CC=CC=C1)S(=O)(=O)Cl